7-cyclopropoxy-3-iodoimidazo[1,2-a]pyridine C1(CC1)OC1=CC=2N(C=C1)C(=CN2)I